3-(4-(1-methyl-piperidin-4-yl)pyridin-2-yl)-N-(3-methylpyridin-2-yl)-1,2,4-thiadiazol-5-amine CN1CCC(CC1)C1=CC(=NC=C1)C1=NSC(=N1)NC1=NC=CC=C1C